3,5-Difluoro-4-((7-methoxy-3-(2-methoxyethyl)-2-oxo-2,3-dihydro-1H-imidazo[4,5-c][1,8]naphthyridin-1-yl)methyl)benzenesulfonamide FC=1C=C(C=C(C1CN1C(N(C=2C=NC=3N=C(C=CC3C21)OC)CCOC)=O)F)S(=O)(=O)N